C1(CC1)C=1C(=C2C(C(N(C2=C(C1)F)CC(=O)N[C@@H]([C@H](CC(=O)OCC)C(F)(F)F)C)=O)(C)C)F ethyl (3S,4R)-4-[2-(5-cyclopropyl-4,7-difluoro-3,3-dimethyl-2-oxoindol-1-yl)acetamido]-3-(trifluoromethyl)pentanoate